IC=1C=NN2C1N=CC=C2N 3-iodo-pyrazolo[1,5-a]Pyrimidine-7-amine